ethyl 2-(bromomethyl)oxazole-5-carboxylate BrCC=1OC(=CN1)C(=O)OCC